2-[[4-(benzyloxy)-2,3,6-trimethylphenyl]methyl]-4,4,5,5-tetramethyl-1,3,2-dioxaborolane C(C1=CC=CC=C1)OC1=C(C(=C(C(=C1)C)CB1OC(C(O1)(C)C)(C)C)C)C